C(C)(C)(C)OC(=O)NCCC(C(C(=O)O)NC(=O)OC1=CC=CC=C1)(C)C 5-((tert-butoxycarbonyl)amino)-3,3-dimethyl-2-((phenoxycarbonyl)amino)pentanoic acid